ClC1=NC(=CC=C1C(=O)NS(=O)(=O)C1=CC=CC(=N1)NCCC1CC(N(C1)C(=O)OC(C)(C)C)(C)C)N1N=C(C=C1)OCCC1(CC1)C(F)(F)F tert-Butyl 4-[2-[[6-[[2-chloro-6-[3-[2-[1-(trifluoromethyl)cyclopropyl] ethoxy]pyrazol-1-yl]pyridine-3-carbonyl]sulfamoyl]-2-pyridyl]amino]ethyl]-2,2-dimethyl-pyrrolidine-1-carboxylate